2,2-bis(4-methoxyphenyl)-5-thiophenyl-6-hydroxy-2H-naphtho[1,2-b]pyran COC1=CC=C(C=C1)C1(C=CC2=C(O1)C1=CC=CC=C1C(=C2C=2SC=CC2)O)C2=CC=C(C=C2)OC